C[Si](C)(C)[Si][Si](C)(C)C.[K] potassium bis(trimethylsilyl)silicon